tris(2,2'-bipyridine) nickel chloride [Ni](Cl)Cl.N1=C(C=CC=C1)C1=NC=CC=C1.N1=C(C=CC=C1)C1=NC=CC=C1.N1=C(C=CC=C1)C1=NC=CC=C1